C1(=CC=CC=C1)C1=CC=C(C=C1)C=1C=C(C2=CC=CC=C2C1)C1=CC(=CC2=CC=CC=C12)C1=CC=C(C=C1)C1=CC=CC=C1 (S,S)-3,3'-bis(4-phenylphenyl)-[1,1'-binaphthyl]